C(C(C)NC(C(=C)C)=O)NC(C(=C)C)=O N,N'-propylenebismethacrylamide